FC1(CCN(CC1)C1=NC(=CC(=C1)C1=NC=2C=CC3=C(C2C=C1)C1=C(S3)CN[C@@H](CN1)C)C=C)F (R)-3-(2-(4,4-difluoropiperidin-1-yl)-6-vinylpyridin-4-yl)-10-methyl-9,10,11,12-tetrahydro-8H-[1,4]diazepino[5',6':4,5]thieno[3,2-f]quinolin